C12N(CC(CC1)C2)C=2C1=C(N=C(N2)OC[C@]23CCCN3C[C@@H](C2)F)C(=C(N=C1)C1=CC(=CC2=CC=C(C(=C12)C#C)F)O)F 4-[4-(2-azabicyclo[2.2.1]heptan-2-yl)-8-fluoro-2-{[(2R,7aS)-2-fluorotetrahydro-1H-pyrrolizin-7a(5H)-yl]methoxy}pyrido[4,3-d]pyrimidin-7-yl]-5-ethynyl-6-fluoronaphthalen-2-ol